tert-butyl 3-[5-(tert-butoxycarbonylamino)-6-(4,4-dimethylcyclohexen-1-yl)-2-pyridyl]-3,9-diazabicyclo[3.3.1]nonane-9-carboxylate C(C)(C)(C)OC(=O)NC=1C=CC(=NC1C1=CCC(CC1)(C)C)N1CC2CCCC(C1)N2C(=O)OC(C)(C)C